beta-D-glucopyranoseonic acid [C@@H]1([C@H](O)[C@@H](O)[C@H](O)[C@H](O1)CO)C(=O)O